BrC=1C=C(C=CC1)C(C(=O)OC)(CCC(C=O)(C)C)C methyl 2-(3-bromo-phenyl)-2,5,5-trimethyl-6-oxo-hexanoate